(R)-6-chloro-3-((1-(2-cyano-3-(6-(4-cyanophenyl)-2,6-diazaspiro[3.3]heptan-2-yl)-7-methylquinoxalin-5-yl)ethyl)amino)picolinic acid ClC1=CC=C(C(=N1)C(=O)O)N[C@H](C)C1=C2N=C(C(=NC2=CC(=C1)C)C#N)N1CC2(C1)CN(C2)C2=CC=C(C=C2)C#N